O[C@@H]1C[C@H](CCC1)N1CCCC2=C1N=NC(=C2C)C2=C(C=C(C=C2)C(F)(F)F)O trans-2-(8-(3-hydroxycyclohexyl)-4-methyl-5,6,7,8-tetrahydropyrido[2,3-c]pyridazin-3-yl)-5-(trifluoromethyl)phenol